CC(CCS(=O)(=O)O)CC(C)C 3,5-dimethylhexane-1-sulfonic acid